3-(3-((2-((2-(1-methylpiperidin-4-yl)oxazol-4-yl)amino)-5-(trifluoromethyl)pyrimidin-4-yl)amino)propyl)-1,3-oxazinan-2-one CN1CCC(CC1)C=1OC=C(N1)NC1=NC=C(C(=N1)NCCCN1C(OCCC1)=O)C(F)(F)F